(5-bromo-2,3-dihydro-1H-inden-1-yl)morpholine BrC=1C=C2CCC(C2=CC1)N1CCOCC1